(2,6-dichloro-1,4-phenylene) ether ClC1=C2C(=CC(=C1)O2)Cl